ClC1=C2C(N(C=NC2=CC=C1OC1=C(C(=CC=C1F)F)C#N)C1COC2(C1)CCN(CC2)C(=O)OC(C)(C)C)=O Tert-butyl 3-[5-chloro-6-(2-cyano-3,6-difluoro-phenoxy)-4-oxo-quinazolin-3-yl]-1-oxa-8-azaspiro[4.5]decane-8-carboxylate